(2-fluoro-5-(trifluoromethyl)phenyl)(1-methyl-4,10-dihydrobenzo[b]pyrazolo[3,4-e][1,4]diazepin-5(1H)-yl)methanone FC1=C(C=C(C=C1)C(F)(F)F)C(=O)N1C2=C(NC3=C(C1)C=NN3C)C=CC=C2